decamethylferrocenium tetrakis(pentafluorophenyl)borate FC1=C(C(=C(C(=C1[B-](C1=C(C(=C(C(=C1F)F)F)F)F)(C1=C(C(=C(C(=C1F)F)F)F)F)C1=C(C(=C(C(=C1F)F)F)F)F)F)F)F)F.CC=1C(=C([C-](C1)C)C)C.C1(C(=C(C(=C1C)C)C)C)(C)C.[Fe+2]